3,3-Bis(4-cyanatophenyl)-2-benzofuran O(C#N)C1=CC=C(C=C1)C1(OCC2=C1C=CC=C2)C2=CC=C(C=C2)OC#N